(R)-3-((2-Bromo-4-ethyl-6-nitrophenyl)amino)butanoic acid BrC1=C(C(=CC(=C1)CC)[N+](=O)[O-])N[C@@H](CC(=O)O)C